(3α,5β)-3-acetoxy-cholan-24-oic acid methyl ester COC(CC[C@@H](C)[C@H]1CC[C@H]2[C@@H]3CC[C@@H]4C[C@@H](CC[C@]4(C)[C@H]3CC[C@]12C)OC(C)=O)=O